FC1(CCC(CC1)C1=C(C(=O)OC(C)(C)C)C(=CC=C1)COC[C@@H]1CNCC12CN(C2)C(C(C(F)(F)F)(C)C)=O)F tert-butyl (S)-2-(4,4-difluorocyclohexyl)-6-(((2-(3,3,3-trifluoro-2,2-dimethylpropanoyl)-2,6-diazaspiro[3.4]octan-8-yl)methoxy)methyl)benzoate